11-Methyl-(Z)-9,12-tridecadienyl acetate C(C)(=O)OCCCCCCCC\C=C/C(C=C)C